(R)-3-((S)-3-(3-(2-aminoethoxy)phenyl)-1-(tert-butoxy)-1-oxopropan-2-yl)pyrrolidine-1-carboxylic acid tert-butyl ester C(C)(C)(C)OC(=O)N1C[C@H](CC1)[C@@H](C(=O)OC(C)(C)C)CC1=CC(=CC=C1)OCCN